2-[[5-(2-Chloro-4-nitrophenyl)-2-furanyl]methylene]benzo[b]thiophen-3(2H)-one ClC1=C(C=CC(=C1)[N+](=O)[O-])C1=CC=C(O1)C=C1C(C2=C(S1)C=CC=C2)=O